OC(C(=O)C1=CC=C(C=C1)CC1=CC=C(C=C1)C(C(C)(C)O)=O)(C)C 2-hydroxy-1-{4-[4-(2-hydroxy-2-methylpropionyl)-benzyl]-phenyl}-2-methyl-propan-1-one